N=1NC(NC1)=O (2H,4H)-1,2,4-triazolon